CN([C@H](CNC(=O)[C@H]1[C@@](C1)(C1=CC=CC=C1)C)CC1=C(C=C(C=C1)O)F)C (1R,2R)-N-((S)-2-(dimethylamino)-3-(2-fluoro-4-hydroxyphenyl)-propyl)-2-methyl-2-phenylcyclopropane-1-carboxamide